C(C)(C)(C)OC(C(N1C(C=C(C(=C1)CCN1CC(C1)F)C(F)(F)F)=O)C1=CC(=CC=C1)Br)=O.C(C)C=1N=C(OC1)Cl ethyl-2-chlorooxazole tert-butyl-2-(3-bromophenyl)-2-{5-[2-(3-fluoroazetidin-1-yl)ethyl]-2-oxo-4-(trifluoromethyl)pyridin-1-yl}acetate